C(C)N1N=CC=2C=NC(=C(C21)OC)NC2=CC(=NC=C2C(=O)NC([2H])([2H])[2H])NC2=NC=C(C=C2)F 4-((1-Ethyl-7-methoxy-1H-pyrazolo[4,3-c]pyridin-6-yl)amino)-6-((5-fluoropyridin-2-yl)amino)-N-(methyl-d3)nicotinamide